NC1=NC(=CC(=N1)N1CCC(CC[C@@H]1C1=C(C=CC=C1)F)=O)C |r| (+-)-1-(2-amino-6-methyl-pyrimidin-4-yl)-7-(2-fluorophenyl)azepan-4-one